oxepanedione O1C(C(CCCC1)=O)=O